O1C=C(C2=C1C=CC=C2)C[C@H](NC(C(NC=2SC=CN2)=O)=O)B(O)O (R)-(2-(benzofuran-3-yl)-1-(2-oxo-2-(thiazol-2-ylamino)acetamido)ethyl)boronic acid